C(C)(=O)N(N(C(=O)C1=CC=2C3=C(C(=NC2C=C1)N)C=NN3C)CC=3C=C1C=NN(C1=CC3)C)C N'-acetyl-4-amino-N',1-dimethyl-N-((1-methyl-1H-indazol-5-yl)methyl)-1H-pyrazolo[4,3-c]quinoline-8-carbohydrazide